N,N-di-methylformamid CN(C=O)C